glycinate tetrahydrochloride Cl.Cl.Cl.Cl.NCC(=O)O